C[C@@H]1O[C@@H](CN(C1)C=1SC=2C(=NC(=C(C2)NC(=O)C=2N=C(OC2)C2=CC(=NC=C2)C)N2CCCCC2)N1)C N-(2-((2S,6R)-2,6-dimethylmorpholino)-5-(piperidin-1-yl)thiazolo[4,5-b]pyridin-6-yl)-2-(2-methylpyridin-4-yl)oxazole-4-carboxamide